3-((4-(4-(4-(4-(2,4-dioxotetrahydropyrimidin-1(2H)-yl)benzyl)piperazin-1-yl)piperidin-1-yl)-3-methoxyphenyl)amino)-6-ethyl-5-((tetrahydro-2H-pyran-4-yl)amino)pyrazine-2-carboxamide O=C1N(CCC(N1)=O)C1=CC=C(CN2CCN(CC2)C2CCN(CC2)C2=C(C=C(C=C2)NC=2C(=NC(=C(N2)NC2CCOCC2)CC)C(=O)N)OC)C=C1